1-(1-hexadecyl)-3-butylimidazolium C(CCCCCCCCCCCCCCC)N1C=[N+](C=C1)CCCC